1-(pyridin-2-ylmethyl)-3-(naphthalen-2-ylethynyl)-4-(4-(trifluoromethyl)phenyl)-1H-pyrrole-2,5-dione N1=C(C=CC=C1)CN1C(C(=C(C1=O)C1=CC=C(C=C1)C(F)(F)F)C#CC1=CC2=CC=CC=C2C=C1)=O